C(C)OC=1C=C(C=CC1OCC)/C=C/C(=O)C1=CC=C(C=C1)N1CCC(CC1)O (E)-3-(3,4-Diethoxyphenyl)-1-[4-(4-hydroxypiperidin-1-yl)phenyl]prop-2-en-1-one